bisdecyl-methyl-hydroxyethyl-ammonium chloride [Cl-].C(CCCCCCCCC)[N+](CCO)(C)CCCCCCCCCC